COC1=C(C=CC=C1C1=NN(C=N1)C)NC1=CC(=NC=C1C(CC)=O)NC1=CC=C(C=N1)C=1C(N(C=CC1)C)=O 6'-((4-((2-methoxy-3-(1-methyl-1H-1,2,4-triazol-3-yl)phenyl)amino)-5-propionylpyridin-2-yl)amino)-1-methyl-[3,3'-bipyridinyl]-2(1H)-one